(((R)-2-fluoro-1,2,3,5,6,7-hexahydro-s-indacen-4-yl)carbamoyl)-2-methyl-2,3-dihydropyrazolo[5,1-b]oxazole-7-sulfonimidamide F[C@@H]1CC2=CC=3CCCC3C(=C2C1)NC(=O)C1(CN2C(O1)=C(C=N2)S(=O)(N)=N)C